1-(5-bromoimidazo[1,2-a]pyridin-8-yl)-3-(4-((4-methylpiperazin-1-yl)methyl)-3-(trifluoromethyl)phenyl)urea BrC1=CC=C(C=2N1C=CN2)NC(=O)NC2=CC(=C(C=C2)CN2CCN(CC2)C)C(F)(F)F